tert-butyl N-[(9R,10E,13S)-3,9-dimethyl-8-oxo-3,4,7,15-tetraazatricyclo[12.3.1.02,6]octadeca-1(18),2(6),4,10,14,16-hexaen-13-yl]carbamate CN1C=2C=3C=CN=C([C@H](C/C=C/[C@H](C(NC2C=N1)=O)C)NC(OC(C)(C)C)=O)C3